COC1=CC(=CC=2NC(=NC21)C2=C(C=1C(NC2=O)=CN(N1)C)N[C@@H](C)C1=NC=CC=N1)OC (S)-6-(4,6-Dimethoxy-1H-benzo[d]imidazol-2-yl)-2-methyl-7-((1-(pyrimidin-2-yl)ethyl)-amino)-2H-pyrazolo[4,3-b]pyridin-5(4H)-one